ClC1=C(C=CC=C1)NC(=O)C1=CC=C(C=C1)N1C2=C(NC(CC1=O)=O)C1=CC=CC=C1C=C2 5-[4-(2-chlorophenyl)carbamoylphenyl]-1H-naphtho[1,2-b][1,4]diazepine-2,4(3H,5h)-dione